PIPERIDINOL C1CCN(CC1)O